N\C(=N/C(=N/S(=O)(=O)C1=CC=C(C=C1)C(F)(F)F)/N1N=C(C(CC1)C1=CC=CC=C1)C1=CC=C(C=C1)Cl)\C1=C(C=C(C=C1)F)F (Z)-N-((Z)-amino(2,4-difluorophenyl)methylene)-3-(4-chlorophenyl)-4-phenyl-N'-((4-(trifluoromethyl)phenyl)sulfonyl)-5,6-dihydropyridazine-1(4H)-carboximidamide